2-[4-([1,2,4]Triazolo[1,5-a]pyridin-7-yl)triazol-1-yl]-N-[4-(trifluoromethoxy)phenyl]acetamide N=1C=NN2C1C=C(C=C2)C=2N=NN(C2)CC(=O)NC2=CC=C(C=C2)OC(F)(F)F